NC1=CC(=C(OC=2C=CC(N(N2)CC2=CC=CC=C2)=O)C(=C1)Cl)Cl 6-(4-amino-2,6-dichlorophenoxy)-2-benzylpyridazin-3(2H)-one